ClC1=CC(=C(O[C@H](C(=O)OC(C)(C)C)CC2CC2)C=C1)C1=NOCC1OCCCC tert-butyl (2S)-2-[4-chloro-2-(4-butoxy-4,5-dihydroisoxazol-3-yl)phenoxy]-3-cyclopropylpropanoate